5-chloro-2-(4-chlorothiazol-5-yl)nicotinaldehyde ClC=1C=NC(=C(C=O)C1)C1=C(N=CS1)Cl